C(C)NC1=C(C(=O)N2[C@H](CCC2)C(=O)N)C=C(C=C1)S(=O)(=O)C 1-(2-(ethylamino)-5-(methylsulfonyl)benzoyl)-D-prolinamide